FC(C1=CC=C(C=N1)CN1N=CC(=C1)CNC1=NC=2N3[C@H](CN4C2C(=N1)C=C4)COCC3)(F)F (R)-N-((1-((6-(trifluoromethyl)pyridin-3-yl)methyl)-1H-pyrazol-4-yl)methyl)-7a,8,10,11-tetrahydro-7H-[1,4]oxazino[3,4-h]pyrrolo[3,2,1-de]pteridin-2-amine